11-cyanoundecyltrimethoxysilane C(#N)CCCCCCCCCCC[Si](OC)(OC)OC